[3-[6-[N-(Cyclopropylmethyl)anilino]-3-pyridyl]azetidin-1-yl]-[(3S)-3-(1H-triazol-5-yl)pyrrolidin-1-yl]methanone C1(CC1)CN(C1=CC=CC=C1)C1=CC=C(C=N1)C1CN(C1)C(=O)N1C[C@H](CC1)C1=CN=NN1